BrC1=CC(=CC2=CC=CC=C12)C(C(F)(F)F)O 1-(4-bromonaphthalen-2-yl)-2,2,2-trifluoroethane-1-ol